3-(1-(1-methyl-4-nitro-1H-imidazol-5-yl)-1H-1,2,4-triazol-3-yl)-5-(trifluoromethyl)pyridine CN1C=NC(=C1N1N=C(N=C1)C=1C=NC=C(C1)C(F)(F)F)[N+](=O)[O-]